ClC=1C=CC=C2C=CC=C(C12)C1=C(C=2N=C(N=C(C2C=N1)N1CC2(CC(N2)=O)CCC1)OCC12CCCN2CCC1)F 6-(7-(8-chloronaphthalen-1-yl)-8-fluoro-2-((tetrahydro-1H-pyrrolizin-7a(5H)-yl)methoxy)pyrido[4,3-d]pyrimidin-4-yl)-1,6-diazaspiro[3.5]nonan-2-one